O[Mo](=O)(=O)O molybdic acid